C(C)(C)(C)S(=O)(=O)N1C2(CCC2)C[C@@H](C1)N1CCCC2=CC(=CC(=C12)C=1C2=C(N=CN1)C=C(S2)CO)Cl (S)-(4-(1-(5-(tert-butylsulfonyl)-5-azaspiro[3.4]octan-7-yl)-6-chloro-1,2,3,4-tetrahydroquinolin-8-yl)thieno[3,2-d]pyrimidin-6-yl)methanol